O1N=C(C2=C1C=CC=C2)COC=2C=CC(=C1CCN([C@@H](C21)CN2C(CCC2)=O)C(=O)[C@H]2[C@](CCCC2)(C(=O)NC)C)Cl (1S,2r)-2-((S)-8-(benzo[d]isoxazol-3-ylmethoxy)-5-chloro-1-((2-oxopyrrolidin-1-yl)methyl)-1,2,3,4-tetrahydroisoquinoline-2-carbonyl)-N,1-dimethylcyclohexane-1-carboxamide